N-[4-[3-[tert-butyl(dimethyl)silyl]oxyprop-1-ynyl]-5-methoxy-3-pyridyl]-2,2-dimethyl-propanamide [Si](C)(C)(C(C)(C)C)OCC#CC1=C(C=NC=C1OC)NC(C(C)(C)C)=O